ClCC1=C(C=O)OC=C1 (Chloromethyl)furfural